(1R,2R)-2-(difluoromethoxy)-N-[[5-(trifluoromethyl)-2-pyridyl]methyl]cyclopentanamine FC(O[C@H]1[C@@H](CCC1)NCC1=NC=C(C=C1)C(F)(F)F)F